C(#N)CC1(C(CN(CC1)CC1=CC=C(C=C1)C=1OC=CN1)F)N1N=C(C(=C1)C(=O)N)NC(=O)C1CC1 1-[4-(cyanomethyl)-3-fluoro-1-[(4-oxazol-2-ylphenyl)methyl]-4-piperidyl]-3-(cyclopropanecarbonylamino)pyrazole-4-carboxamide